[Cl-].[Cl-].C[Si](=[Zr+2](C1C(=CC2=C(C=CC=C12)C1=CC=C(C=C1)C(C)C)C)C1C(=CC2=C(C=CC=C12)C1=CC=C(C=C1)C(C)C)C(C)C)C dimethylsilylene-[2-isopropyl-4-(p-isopropyl-phenyl)indenyl][2-methyl-4-(p-isopropyl-phenyl)indenyl]zirconium dichloride